(2S,4r)-N-[1-cyclopropyl-2-(1,1-dioxo-1,2-thiazolidine-2-yl)ethyl]-1-[(2S)-2-(4-cyclopropyltriazol-1-yl)-3,3-dimethyl-butyryl]-4-hydroxy-pyrrolidine-2-carboxamide C1(CC1)C(CN1S(CCC1)(=O)=O)NC(=O)[C@H]1N(C[C@@H](C1)O)C([C@H](C(C)(C)C)N1N=NC(=C1)C1CC1)=O